2'-Chloro-N-(5-(6-(difluoromethyl)-3-methylpyrazine-2-carbonyl)-5,6-dihydro-4H-pyrrolo[3,4-d]thiazol-2-yl)-5'-methoxy-6-methyl-[4,4'-bipyridine]-3-carboxamide ClC1=NC=C(C(=C1)C1=C(C=NC(=C1)C)C(=O)NC=1SC2=C(N1)CN(C2)C(=O)C2=NC(=CN=C2C)C(F)F)OC